C(O)C(CCCC(=O)O)(CO)CO 5,5-dimethylol-6-hydroxyhexanoic acid